Cl.C1(CCC12CCNCC2)O 7-azaspiro[3.5]nonan-1-ol hydrochloride